COC=1C=C(C=CC1OC)CCNC 2-(3,4-dimethoxyphenyl)-N-methylethylamine